4-(furan-2-yl)-6-[5-(piperidin-4-ylmethoxy)-2-(pyridin-4-ylmethyl)-1,3-benzodiaZol-1-yl]pyrimidin-2-amine O1C(=CC=C1)C1=NC(=NC(=C1)N1C(=NC2=C1C=CC(=C2)OCC2CCNCC2)CC2=CC=NC=C2)N